(S)-6-(4-chlorophenyl)-N-(2-hydroxy-2-phenylethyl)-2-(1-methyl-1H-pyrazol-4-yl)-3-oxo-2,3-dihydropyridazine-4-carboxamide ClC1=CC=C(C=C1)C=1C=C(C(N(N1)C=1C=NN(C1)C)=O)C(=O)NC[C@H](C1=CC=CC=C1)O